N-(2-(bis(3-methoxybenzyl)amino)-2-oxoethyl)-3-phenoxypropanamide COC=1C=C(CN(C(CNC(CCOC2=CC=CC=C2)=O)=O)CC2=CC(=CC=C2)OC)C=CC1